2-(2,6-Dioxopiperidine-3-yl)-4-(((5-(3-Fluorophenyl)oxazol-2-yl)methyl)amino)isoindoline-1,3-dione O=C1NC(CCC1N1C(C2=CC=CC(=C2C1=O)NCC=1OC(=CN1)C1=CC(=CC=C1)F)=O)=O